2-(3-Fluoropropanoyl)-N-[4-(1,1,1,3,3,3-hexafluoro-2-hydroxypropan-2-yl)phenyl]-5-(methylsulfonyl)-2,3-dihydro-1H-isoindol-1-carboxamid FCCC(=O)N1C(C2=CC=C(C=C2C1)S(=O)(=O)C)C(=O)NC1=CC=C(C=C1)C(C(F)(F)F)(C(F)(F)F)O